C1(=CC(=CC=C1)OCC(CN1C(=NC=C1)C)O)C1=CC=CC=C1 1-[([1,1'-Biphenyl]-3-yl)oxy]-3-(2-methyl-1H-imidazol-1-yl)propan-2-ol